tert-butyl 6'-acetamido-1'-(2-(1,1-difluoroethyl) pyrimidin-4-yl)-1',2'-dihydrospiro[piperidine-4,3'-pyrrolo[3,2-c]pyridine]-1-carboxylate C(C)(=O)NC1=CC2=C(C=N1)C1(CN2C2=NC(=NC=C2)C(C)(F)F)CCN(CC1)C(=O)OC(C)(C)C